FC1(C=NC=CC=C1)F 3,3-difluoroazepine